N-(4-bromo-2-fluorophenyl)ethane-1-sulfonamide BrC1=CC(=C(C=C1)NS(=O)(=O)CC)F